7-bromo-4,4-dimethyl-1,3-dihydroisoquinoline-2-carboxylic acid tert-butyl ester C(C)(C)(C)OC(=O)N1CC2=CC(=CC=C2C(C1)(C)C)Br